N-(S)-(4-((3-chloro-4-fluorophenyl)carbamoyl)-7-fluoro-2,3-dihydro-1H-inden-1-yl)carbamate ClC=1C=C(C=CC1F)NC(=O)C1=C2CCC(C2=C(C=C1)F)NC([O-])=O